[Ca+2].C(C)OC(C(=O)[O-])CC1=CC=C(C=C1)OCCN1C(=CC=C1C1=CC=C(C=C1)SC)C.C(C)OC(C(=O)[O-])CC1=CC=C(C=C1)OCCN1C(=CC=C1C1=CC=C(C=C1)SC)C 2-Ethoxy-3-(4-{2-[2-methyl-5-(4-methylthiophenyl)-pyrrol-1-yl]-ethoxy}-phenyl)-propionic acid calcium salt